(+/-)-trans-1-aminocyclohexane-2-thiol N[C@H]1[C@@H](CCCC1)S |r|